C1CC12NCCN(C2)C=2C=CC=1N(C(C=C(N1)C=1C=CC=3N(N1)C=C(N3)C)=O)C2 7-(4,7-diazaspiro[2.5]oct-7-yl)-2-(2-methylimidazo[1,2-b]pyridazin-6-yl)pyrido[1,2-a]pyrimidin-4-one